6,6'-bis(dibenzo[b,d]furan-4-yl)-2,2'-bis-(2-hydroxyethoxy)-1,1'-binaphthyl C1=CC=C(C=2OC3=C(C21)C=CC=C3)C=3C=C2C=CC(=C(C2=CC3)C3=C(C=CC2=CC(=CC=C32)C3=CC=CC2=C3OC3=C2C=CC=C3)OCCO)OCCO